3-chloro-6-(5-((isobutyl(methyl)amino)methyl)-1H-tetrazol-1-yl)picolinonitrile ClC=1C(=NC(=CC1)N1N=NN=C1CN(C)CC(C)C)C#N